C(C)S(=O)(=O)N1CC(N(CC1)C=1NC(C=C(C1)C1=CC(=NC=C1)NC(C)=O)=O)C(F)(F)F N-[4-[2-[4-ethylsulfonyl-2-(trifluoromethyl)piperazin-1-yl]-6-oxo-1H-pyridin-4-yl]-2-pyridinyl]acetamide